(chloromethyl)-2-(trifluoromethyl)-5,6-dihydroimidazo[2,1-a]isoquinoline ClCC1=C(N=C2N1CCC1=CC=CC=C21)C(F)(F)F